ethyl-oxyaluminum C(C)O[Al]